C(C)(=O)OC1(CCCCC1)NC(C)=O acetamidocyclohexanol acetate